C(C)(C)(C)OC(NCCCCC1=CC=C(C=C1)OCC=1N=C(OC1)\C=C\C1=CC=C(C=C1)C(F)(F)F)=O (E)-(4-(4-((2-(4-(trifluoromethyl)styryl)oxazol-4-yl)methoxy)phenyl)butyl)carbamic acid tert-butyl ester